4-(2-(1-benzhydrylazetidin-3-yl)-1,2,3,4-tetrahydroisoquinolin-6-yl)morpholine C(C1=CC=CC=C1)(C1=CC=CC=C1)N1CC(C1)N1CC2=CC=C(C=C2CC1)N1CCOCC1